BrC=1C(=NC2=CC(=CC=C2C1)I)N 3-bromo-7-iodoquinolin-2-amine